C=1OC=C2C1C=C1C=COCC1=C2 furo[3,4-g]isochromene